O[C@H](COC=1C=C(C=CC1)S(=O)(=O)NC)CN[C@H]1COC2(C1)CCN(CC2)S(=O)(=O)C2=CC1=C(OCCN1C(C)C)N=C2 3-((S)-2-hydroxy-3-((R)-8-(1-isopropyl-2,3-dihydro-1H-pyrido[2,3-b][1,4]oxazin-7-ylsulfonyl)-1-oxa-8-azaspiro[4.5]decan-3-ylamino)propoxy)-N-methylbenzenesulfonamide